COC(CCC[C@@H](C)[C@H]1CC[C@@H]2[C@@]1(CC[C@@H]1[C@]3(CC[C@@H](CC3=CC[C@@H]21)O)C)C)=O (5R)-5-[(1R,3aS,3bS,7S,9aR,9bS,11aR)-7-hydroxy-9a,11a-dimethyl-2,3,3a,3b,4,6,7,8,9,9a,9b,10,11,11a-tetradecahydro-1H-cyclopenta[1,2-a]phenanthrene-1-yl]hexanoic acid methyl ester